O1C(=CC=C1)C1=CC=CC=C1C=C1C(N(C(S1)=NN=C1C(NC2=CC=C(C=C12)Cl)=O)C1=CC=CC=C1)=O 3-(2-(5-(furanbenzylidene)-3-phenyl-4-oxothiazolidine-2-ylidene)hydrazono)-5-chloro-1H-indol-2-one